NC=1SC(=C(N1)C=1C=C(C#N)C=CC1)C1=CC([N+](C(=C1)C)=O)C 3-[2-amino-5-(2,6-dimethyl-1-oxo-pyridin-1-ium-4-yl)thiazol-4-yl]benzonitrile